(E)-3-methoxy-2-(2-nitro-1-buten-1-yl)phenol COC=1C(=C(C=CC1)O)\C=C(/CC)\[N+](=O)[O-]